COS(=O)(=O)[O-].C[NH2+]C N,N-dimethyl-ammonium methyl-sulfate